2,6-dichlorobenzoyl chloride ClC1=C(C(=O)Cl)C(=CC=C1)Cl